3-((1R,3R)-1-(2,6-difluoro-4-((1-(3-fluoropropyl)azetidin-3-yl)amino)phenyl)-3,7-dimethyl-1,3,4,9-tetrahydro-2H-pyrido[3,4-b]indol-2-yl)-2,2-difluoropropan-1-ol FC1=C(C(=CC(=C1)NC1CN(C1)CCCF)F)[C@H]1N([C@@H](CC2=C1NC1=CC(=CC=C21)C)C)CC(CO)(F)F